C1(CC1)N1CCC2(CC1)OC1=C(C2)C=C(C=C1)C1=CC[C@@H](CN1C(=O)OC(C)(C)C)C tert-butyl (S)-6-(1'-cyclopropyl-3H-spiro[benzofuran-2,4'-piperidin]-5-yl)-3-methyl-3,4-dihydropyridine-1(2H)-carboxylate